4-bromo-1-(tetrahydro-2H-pyran-2-yl)-1H-benzo[f]indazole BrC1=C2C=NN(C2=CC2=C1C=CC=C2)C2OCCCC2